N-(1-((1R,3R)-3-cyanocyclobutyl)-3-(4-methyl-6-(methylsulfonyl)pyridin-2-yl)-1H-pyrrolo[2,3-c]pyridin-5-yl)acetamide C(#N)C1CC(C1)N1C=C(C=2C1=CN=C(C2)NC(C)=O)C2=NC(=CC(=C2)C)S(=O)(=O)C